BrC1=NC(=CC2=C1N=C(N(C2=O)C)C(F)(F)F)Cl 8-bromo-6-chloro-3-methyl-2-(trifluoromethyl)pyrido[3,4-d]pyrimidin-4(3H)-one